C(C(C)C)C1=CC=C(C=C1)C(CO)C 2-(4-isobutylphenyl)propanol